C1C(CCCCCCCCCC)O1 Dodecen oxid